C1(=CC=CC=C1)CCS(=O)=N (2-phenylethyl)sulfoximine